6-bromo-N-[[6-[[1-(4-tert-butyl-2-pyridyl)-3-[(3R)-5,5-dimethylpyrrolidin-3-yl]propyl]amino]-2-pyridyl]sulfonyl]-2-chloro-pyridine-3-carboxamide BrC1=CC=C(C(=N1)Cl)C(=O)NS(=O)(=O)C1=NC(=CC=C1)NC(CC[C@H]1CNC(C1)(C)C)C1=NC=CC(=C1)C(C)(C)C